(Methoxymethylene)-2-azaspiro[3.3]Heptane-2-carboxylic acid tert-butyl ester C(C)(C)(C)OC(=O)N1C(C2(C1)CCC2)=COC